CCCCC(CC)COC(=O)C1=CC(=C(C=C1)C(=O)OCC(CC)CCCC)C(=O)OCC(CC)CCCC tri-2-ethylhexyl trimellitate